BrCC1C(CN(CC1)C(=O)[O-])C1=CC=C(C=C1)C(=O)OC(C)(C)C 4-(bromomethyl)-3-(4-(tertbutoxycarbonyl)phenyl)piperidine-1-carboxylate